dibenzyl-bis-(p-triethylsilylphenyl)methylene(2,7-dimethylfluorenyl)(cyclopentadienyl)hafnium C(C1=CC=CC=C1)[Hf](C1C=CC=C1)(C1=C(C=CC=2C3=CC=C(C=C3CC12)C)C)(=C(C1=CC=C(C=C1)[Si](CC)(CC)CC)C1=CC=C(C=C1)[Si](CC)(CC)CC)CC1=CC=CC=C1